O1CCOC12CCN(CC2)C2=CC=C(C=C2)C2=NN(C=1C2=NN(C(C1)=O)C1=C(C=CC=C1OC)F)COCC[Si](C)(C)C 3-(4-(1,4-dioxa-8-azaspiro[4.5]decan-8-yl)phenyl)-5-(2-fluoro-6-methoxyphenyl)-1-((2-(trimethylsilyl)ethoxy)methyl)-1H-pyrazolo[4,3-c]pyridazin-6(5H)-one